N[C@@H](CC(=O)OCC)C=1C=C(C=C(C1F)C)C1=C(C=C(C=C1C)CN(C)C)C ethyl (S)-3-amino-3-(4'-((dimethylamino)methyl)-4-fluoro-2',5,6'-trimethyl-[1,1'-biphenyl]-3-yl)propanoate